C(C1=CC=CC=C1)N1S(C(C(C2=C1N=C(N2C)SC)=O)C2=CC=CC=C2)(=O)=O 1-benzyl-5-methyl-6-(methylthio)-3-phenyl-3,5-dihydroimiDazo[4,5-c][1,2]thiazine-4(1H)-one 2,2-dioxide